C(C)(C)(C)OC(=O)N1C(COCC1)C1=C(C=CC(=C1)Cl)CN1C(NC(C=2NC=NC12)=O)=C=S (5-chloro-2-((6-oxo-2-thiocarbonyl-1,2,6,7-tetrahydro-3H-purin-3-yl)methyl)phenyl)morpholine-4-carboxylic acid tert-butyl ester